4-[rac-(3S)-3-(4-chloro-2-fluoro-phenyl)-2,3-dihydro-1,4-benzodioxin-5-yl]piperidine ClC1=CC(=C(C=C1)[C@@H]1OC2=C(OC1)C=CC=C2C2CCNCC2)F |r|